CN(C(/C=C/CC[C@@H](C(=O)NC=1C(N(C=CC1)CC=1NC2=NC(=NC(=C2N1)C=C(C)C)C)=O)NC(OC)=O)=O)C methyl (S,E)-(7-(dimethylamino)-1-((1-((2-methyl-6-(2-methylprop-1-en-1-yl)-9H-purin-8-yl)methyl)-2-oxo-1,2-dihydropyridin-3-yl)amino)-1,7-dioxohept-5-en-2-yl)carbamate